3-[3-(trifluoromethyl)phenoxy]piperidine-2-thione FC(C=1C=C(OC2C(NCCC2)=S)C=CC1)(F)F